O=C1CCC2(CCCN12)C(=O)NC1=CC(=CC=2OCCOC21)OC2=CC=C(C=C2)C(F)(F)F 3-Oxo-N-(7-(4-(trifluoromethyl)phenoxy)-2,3-dihydrobenzo[b][1,4]dioxin-5-yl)tetrahydro-1H-pyrrolizine-7a(5H)-carboxamide